tert-butyl (6-((4-methylpiperazin-1-yl) methyl) pyridin-2-yl)carboxylate CN1CCN(CC1)CC1=CC=CC(=N1)C(=O)OC(C)(C)C